SCC(=O)NNCC(=O)O 2-mercaptoacetylaminoglycine